(S)-4-(3-bromo-1-(3-cyanophenyl)-1H-pyrazolo[3,4-d]pyrimidin-4-yl)-3-methylpiperazine-1-carboxylic acid tert-butyl ester C(C)(C)(C)OC(=O)N1C[C@@H](N(CC1)C1=C2C(=NC=N1)N(N=C2Br)C2=CC(=CC=C2)C#N)C